chloro-1-(4-isobutylphenyl)propan-1-one ClC(C(=O)C1=CC=C(C=C1)CC(C)C)C